S1C(=NC2=C1C=CC=C2)C2=C(C=CC=C2)C=CC(C=CC2=C(C=CC=C2)OC)=O 1-(2-(2-benzothiazolyl)phenyl)-5-(2-methoxyphenyl)-1,4-pentadien-3-one